N,N,N2-trimethylglycinamide CN(C(CNC)=O)C